CC1(COB(OC1)C1=CC=CN2C(=CC=C12)C(=O)C1=CC(=C(C(=C1)F)F)F)C (8-(5,5-dimethyl-1,3,2-dioxaborinan-2-yl)indolizin-3-yl)(3,4,5-trifluorophenyl)methanone